4,7-dioxo-octanoic acid O=C(CCC(=O)O)CCC(C)=O